CC1=CC(=CS1)C1=C2CN(C(C2=CC=C1)=O)CC(C#N)=C 2-{[4-(5-methylthiophen-3-yl)-1-oxo-2,3-dihydro-1H-isoindol-2-yl]methyl}prop-2-enenitrile